Erbium fluorid [F-].[Er+3].[F-].[F-]